4-chloro-10-(1-((5-chloropyrazin-2-yl)methyl)-1H-pyrazol-4-yl)-7,7-dimethylindolo[1,2-a]quinazolin-5(7H)-one ClC=1C=2C(N=C3N(C2C=CC1)C1=CC(=CC=C1C3(C)C)C=3C=NN(C3)CC3=NC=C(N=C3)Cl)=O